seleniostatine [SeH]N[C@@H](CC(C)C)[C@@H](O)CC(O)=O